N'-[(2S,3R)-2-{[3-(4-ethyl-6-methylpyridin-2-yl)-2-fluorophenyl]methyl}-4,4-difluoro-1-(1-hydroxycyclobutane-1-carbonyl)pyrrolidin-3-yl]-N,N-dimethylsulfuric diamide C(C)C1=CC(=NC(=C1)C)C=1C(=C(C=CC1)C[C@@H]1N(CC([C@@H]1NS(N(C)C)(=O)=O)(F)F)C(=O)C1(CCC1)O)F